8-(1-((2-(trimethylsilyl)ethoxy)methyl)-1H-pyrazol-4-yl)-1H,3H-pyrano[4,3-b]thieno[3,2-d]pyran-4,6-dione C[Si](CCOCN1N=CC(=C1)C1=CC=2C3=C(OC(C2S1)=O)C(COC3)=O)(C)C